ClC=1C(=CC2=C(N(C[C@H](N(S2(=O)=O)C)C2OCC=CC2)C2=CC=CC=C2)C1)C=1C=CC(=C(C(=O)O)C1)F 5-((3S)-7-chloro-3-(3,6-dihydro-2H-pyran-2-yl)-2-methyl-1,1-dioxido-5-phenyl-2,3,4,5-tetrahydrobenzo[f][1,2,5]thiadiazepin-8-yl)-2-fluorobenzoic acid